tert-butyl (2-((carbamoyloxy)methyl)-4-chlorophenyl)carbamate C(N)(=O)OCC1=C(C=CC(=C1)Cl)NC(OC(C)(C)C)=O